ClC1=CC=C(C=C1)C1(CC(C1)=O)C(=O)OCC ethyl 1-(4-chlorophenyl)-3-oxocyclobutane-1-carboxylate